P(O)(=O)(OP(=O)(O)OP(=O)(O)O)OC[C@@H]1[C@H](C[C@@H](O1)N1C(=O)N=C(N)C(=C1)Br)O 5-bromo-2'-deoxycytidine-triphosphate